OC12C[C@H]3C([C@@H](CC(C1)C3)C2)C2(C=C(NN2[C@@H](C)C2=CC=CC=C2)C(=O)NC)C(=O)N 5-((1s,3s,5r,7r)-5-hydroxyadamantan-2-yl)-N3-methyl-1-((S)-1-phenylethyl)-1H-pyrazole-3,5-dicarboxamide